OC1=C(C[C@H](N)C(=O)O)C=CC(=C1O)O 2,3,4-trihydroxyphenylalanine